2,2'-((5-((Benzyloxy)carbonyl)-[1,1'-biphenyl]-3,4'-diyl)bis(oxy))diacetic acid C(C1=CC=CC=C1)OC(=O)C=1C=C(C=C(C1)C1=CC=C(C=C1)OCC(=O)O)OCC(=O)O